C(C)(C)(C)OC(=O)C1=CC=NC2=CC=C(C=C12)N1[C@H](COCC1)CC.NC1=NC(=C2N=CN(C2=N1)CC(=O)NC1=CC(=NN1CC)C)NC1=CC=C(C=C1)C=1C=NC=CC1 2-(2-amino-6-((4-(pyridin-3-yl)phenyl)amino)-9H-purin-9-yl)-N-(1-ethyl-3-methyl-1H-pyrazol-5-yl)acetamide tert-butyl-(S)-6-(3-ethylmorpholino)quinoline-4-carboxylate